1-(6-fluoropyridin-2-yl)-4-(hydroxymethyl)piperidin-4-ol FC1=CC=CC(=N1)N1CCC(CC1)(O)CO